(3-(cyclopropylmethoxy)-4-(difluoromethoxy)phenyl)-6-oxo-1,6-dihydropyridazine-3-carboxylic acid methyl ester COC(=O)C1=NN(C(C=C1)=O)C1=CC(=C(C=C1)OC(F)F)OCC1CC1